1-isopropyl-2-methyl-1H-benzo[g]indazole-3,4,5(2H)-trione C(C)(C)N1N(C(C=2C(C(C3=C(C12)C=CC=C3)=O)=O)=O)C